1-(5-methyl-5-benzyl-3-p-tolyl-4,5-dihydro-1H-pyrazol-1-yl)-1-ethanone CC1(CC(=NN1C(C)=O)C1=CC=C(C=C1)C)CC1=CC=CC=C1